1-[(3-fluorophenyl)methyl]-6-(4-methoxy-3-methyl-phenyl)-3H-imidazo[4,5-b]pyridin-2-one FC=1C=C(C=CC1)CN1C(NC2=NC=C(C=C21)C2=CC(=C(C=C2)OC)C)=O